(1S,2S)-2-((S)-8-Fluoro-5H-imidazo[5,1-a]isoindol-5-yl)cyclobutan-1-ol FC1=CC=C2[C@@H](N3C(C2=C1)=CN=C3)[C@H]3[C@H](CC3)O